cobalt(II) sulfate monohydrate O.S(=O)(=O)([O-])[O-].[Co+2]